BrN1C(C(=C(C1=O)O)CCC1=CC=CC=C1)=O bromo-hydroxyphenylethyl-maleimide